N-(oxomethylene)sulfamoyl chloride O=C=NS(=O)(=O)Cl